BrCCN1C=NC2=CC=CC=C2C1=O 3-(2-bromoethyl)quinazolin-4-one